bis[2-t-butyl-6-methyl-4-{2-(octadecyloxycarbonyl) ethyl} phenyl] phosphite P(OC1=C(C=C(C=C1C)CCC(=O)OCCCCCCCCCCCCCCCCCC)C(C)(C)C)(OC1=C(C=C(C=C1C)CCC(=O)OCCCCCCCCCCCCCCCCCC)C(C)(C)C)[O-]